C(CCCC)C1(C(CCCC1)[NH3+])CCCCC 1,1-dipentyl-cyclohexylammonium